1-{9-[Methyl(7H-pyrrolo[2,3-d]pyrimidin-4-yl)amino]-3-azaspiro[5.5]undec-3-yl}propan-1-on CN(C1CCC2(CCN(CC2)C(CC)=O)CC1)C=1C2=C(N=CN1)NC=C2